CC(C(CCCCCCCCCCCCCCC)O)O octadecane-2,3-diol